CC1=C(C=C(C(=O)NC2=CC(=CC=C2)C(F)(F)F)C=C1)C1CN(CC1)C=1C=NC=C(C1)N1CCOCC1 4-methyl-3-(1-(5-morpholinopyridin-3-yl)pyrrolidin-3-yl)-N-(3-(trifluoromethyl)phenyl)benzamide